tert-butyl 3-((1-(2-(5-(3-((5-cyano-4-(4-fluorophenyl)thiazol-2-yl)(methyl)amino)-2-ethylimidazo[1,2-a]pyridin-6-yl)pyrimidin-2-yl)acetyl) azetidin-3-yl)amino)azetidine-1-carboxylate C(#N)C1=C(N=C(S1)N(C1=C(N=C2N1C=C(C=C2)C=2C=NC(=NC2)CC(=O)N2CC(C2)NC2CN(C2)C(=O)OC(C)(C)C)CC)C)C2=CC=C(C=C2)F